(E)-1-(2-chloro-4-nitrophenyl)-3-(2-chloro-5-((3-fluoropropyl)mercapto)phenyl)-2-hydroxyguanidine ClC1=C(C=CC(=C1)[N+](=O)[O-])N/C(=N\O)/NC1=C(C=CC(=C1)SCCCF)Cl